1-Tert-butyl(2-(2-((1-(1-(4-methoxybenzyl)-2,6-dioxopiperidin-3-yl)-3-methyl-2-oxo-2,3-dihydro-1H-benzo[d]imidazol-5-yl)oxy) ethoxy)ethyl) carbamate C(N)(OC(COCCOC1=CC2=C(N(C(N2C)=O)C2C(N(C(CC2)=O)CC2=CC=C(C=C2)OC)=O)C=C1)C(C)(C)C)=O